SC1=CC=C(C=N1)C1CCC2(CC3=CC=CC=C3C2)CC1 (1s,4s)-4-(6-sulfanylpyridin-3-yl)-1',3'-dihydrospiro[cyclohexane-1,2'-indene]